O1CC(C1)OC1=NC(=NC=C1C(F)(F)F)N[C@H]1C[C@@H](CCC1)C1=CN=C(N1)C1=CC=CC=C1 (oxetan-3-yloxy)-N-[(1R,3R)-3-(2-phenyl-1H-imidazol-5-yl)cyclohexyl]-5-(trifluoromethyl)pyrimidin-2-amine